FC(N1CC(CCC1)C=O)F 1-(DIFLUOROMETHYL)PIPERIDINE-3-CARBALDEHYDE